F[C@H]1CN(CC[C@H]1NC1=C2C=C(N(C2=CC=C1)CC(F)(F)F)C#CCNC1=C(C=C(C(=O)NC)C=C1)OC)C 4-[3-[4-[[(3S,4R)-3-fluoro-1-methyl-4-piperidyl]amino]-1-(2,2,2-trifluoroethyl)indol-2-yl]prop-2-ynylamino]-3-methoxy-N-methyl-benzamide